C(C)(C)(C)OC(=O)[C@@H]1N[C@H]([C@]([C@H]1C1=C(C=CC=C1)Cl)(C#N)C1=C(C=CC(=C1)Cl)F)CC(C)(C)C (2R,3S,4R,5S)-3-(2-chlorophenyl)-4-(5-chloro-2-fluorophenyl)-4-cyano-5-neopentyl-pyrrolidine-2-carboxylic acid tert-butyl ester